[Ni].[Al] aluminium nickel